C1(=NN=CC2=CC=CC=C12)C1=NC=CC(=C1)C1=NOC(=N1)C(F)(F)F 3-(2-(phthalazin-1-yl)pyridin-4-yl)-5-(trifluoromethyl)-1,2,4-oxadiazole